O1CCN(CC1)C(=O)C1=NOC(=N1)C1=C(C(=C(C(=C1)F)F)O)F Morpholino(5-(2,4,5-trifluoro-3-hydroxyphenyl)-1,2,4-oxadiazol-3-yl)methanone